BrC=1C(=C(C(=O)OC)C=C(C1)F)CBr methyl 3-bromo-2-(bromomethyl)-5-fluorobenzoate